Methyl 4-amino-7-methylimidazo[1,5-a]quinoxaline-8-carboxylate NC=1C=2N(C3=CC(=C(C=C3N1)C)C(=O)OC)C=NC2